(S)-1'-methyl-6-(5-methyl-1,4,5,6-tetrahydropyridin-2-yl)-3H-spiro[benzofuran-2,4'-piperidine] CN1CCC2(CC1)OC1=C(C2)C=CC(=C1)C=1NC[C@H](CC1)C